C(C)OC(C1=C(N=CC(=C1)C#N)C)=O 5-cyano-2-methylnicotinic acid ethyl ester